2,6-Diisopropyl-N-{[6-(2-{[(2-methylphenyl)amino]methyl}-1-naphthyl)pyridin-2-yl]methyl}aniline C(C)(C)C1=C(NCC2=NC(=CC=C2)C2=C(C=CC3=CC=CC=C23)CNC2=C(C=CC=C2)C)C(=CC=C1)C(C)C